B(O)(O)OC[C@@H]1[C@H]([C@H]([C@@H](O1)N1C=NC=2C(=O)NC(N)=NC12)O)O guanosine borate